ClC=1C=CC2=C(OCCN2)N1 6-chloro-2,3-dihydro-1H-pyrido[2,3-b][1,4]oxazine